N-ethyl-4-(butylimino)-2-penten-2-amine C(C)NC(C)=CC(C)=NCCCC